3-bromobenzene-1-sulfonylchloride BrC=1C=C(C=CC1)S(=O)(=O)Cl